CC1=NC=CC=2C3=CC(=CC=C3N(C12)C)NC(=S)NC1=CC=C(C=C1)F 1-(1,9-Dimethyl-beta-carbolin-6-yl)-3-(4-fluorophenyl)thiourea